(S)-4-amino-N-cyclopropyl-N-(6-(trifluoromethyl)-2,3-dihydrobenzofuran-3-yl)imidazo[1,5-a]quinoxaline-8-carboxamide NC=1C=2N(C3=CC(=CC=C3N1)C(=O)N([C@@H]1COC3=C1C=CC(=C3)C(F)(F)F)C3CC3)C=NC2